Cl.C(C=C)OC1=C(C(=CC(=C1)F)C)C1=CC(=CC=C1)[C@H](CC(=O)OC)N Methyl (S)-3-(2'-(allyloxy)-4'-fluoro-6'-methyl-[1,1'-biphenyl]-3-yl)-3-aminopropanoate hydrochloride